C(CCCCCCCCCCCCC)(=O)[O-].C(CCCCCCCCCCCCC)(=O)[O-].[Al+2] ALUMINUM DIMYRISTATE